(S)-((R)-1-(3-((S)-4-(allyloxy)-3-hydroxy-4-oxobutanamido)phenyl)-3-(3,4-dimethoxyphenyl)propyl) 1-(4-(acryloyloxy)-3,3-dimethyl-2-oxobutanoyl)piperidine-2-carboxylate C(C=C)(=O)OCC(C(C(=O)N1[C@@H](CCCC1)C(=O)O[C@H](CCC1=CC(=C(C=C1)OC)OC)C1=CC(=CC=C1)NC(C[C@@H](C(=O)OCC=C)O)=O)=O)(C)C